ClC1=C(C(=O)OC2=C(C(=C(C(=C2F)F)F)F)F)C=CC(=C1SC)OC(F)(F)F (2,3,4,5,6-pentafluorophenyl) 2-chloro-3-methylsulfanyl-4-(trifluoromethoxy)benzoate